3-(2-Fluoro-4-(4-((1-(5-methoxy-2-(1-methyl-1H-pyrazol-4-yl)-4-nitrobenzeneyl)piperidin-4-yl)methyl)piperazin-1-yl)phenyl)piperidine-2,6-dione FC1=C(C=CC(=C1)N1CCN(CC1)CC1CCN(CC1)C1=C(C=C(C(=C1)OC)[N+](=O)[O-])C=1C=NN(C1)C)C1C(NC(CC1)=O)=O